[Cl-].FC(C1=CC(=NC=N1)N1N=CN=C1[C@H](C)[NH3+])F [(1S)-1-[2-[6-(difluoromethyl)pyrimidin-4-yl]-1,2,4-triazol-3-yl]ethyl]ammonium chloride